C1CC12CCN(CC2)C2=CC(=NC=C2N2N=NC(=C2)C2=CC(=NC(=C2)C)N2CCC(CC2)(F)F)NS(=O)(=O)CCO N-(4-{6-azaspiro[2.5]octan-6-yl}-5-{4-[2-(4,4-difluoropiperidin-1-yl)-6-methylpyridin-4-yl]-1H-1,2,3-triazol-1-yl}pyridin-2-yl)-2-hydroxyethane-1-sulfonamide